5-[5-(2-methoxyethoxy)pyrimidin-2-yl]-2-(pyridin-3-yl)-1,3-benzoxazole COCCOC=1C=NC(=NC1)C=1C=CC2=C(N=C(O2)C=2C=NC=CC2)C1